1,4-diaza-bicyclo[2.2.2]octane N12CCN(CC1)CC2